Tetraoctyl 3,3',3'',3'''-((((6-((2-(diethylamino)ethyl)amino)-1,3,5-triazine-2,4-diyl)bis(azanediyl))bis(propane-3,1-diyl))bis(azanetriyl))tetrapropionate C(C)N(CCNC1=NC(=NC(=N1)NCCCN(CCC(=O)OCCCCCCCC)CCC(=O)OCCCCCCCC)NCCCN(CCC(=O)OCCCCCCCC)CCC(=O)OCCCCCCCC)CC